ClC1=C(C=CC(=C1)F)C1=CC(NC2=CC(=CC=C12)O[C@@H](C(=O)O)C)=O (R)-2-((4-(2-chloro-4-fluorophenyl)-2-oxo-1,2-dihydroquinolin-7-yl)oxy)propanoic acid